C1(CCCCC1)C(CO)NCC=1C=CC=2N(C1)C=C(N2)CNC(=O)C=2N=C1N(C(C2)=O)C=CC=C1 N-[(6-{[(1-cyclohexyl-2-hydroxyethyl)amino]methyl}imidazo[1,2-a]pyridin-2-yl)methyl]-4-oxo-4H-pyrido[1,2-a]pyrimidine-2-carboxamide